C(CCCCCC)N n-heptanamine